CC1(OCC[C@@H](O1)CCN(CC#C)C)C N-[2-[(4S)-2,2-dimethyl-1,3-dioxan-4-yl]ethyl]-N-methyl-prop-2-yn-1-amine